ClC1=CC=C(C(=N1)C(=O)OCC)S(=O)(=O)CC Ethyl 6-Chloro-3-ethylsulfonylpyridine-2-carboxylate